Trimethyl-(2-ethoxyethoxy)silane C[Si](OCCOCC)(C)C